C(C1=CC=CC=C1)NC1=NC(=NC=2C(CCCC12)OCCN1CCOCC1)N1C(=CC=2C(=CC=CC12)C(=O)N)C 1-(4-(benzylamino)-8-(2-morpholinoethoxy)-5,6,7,8-tetrahydroquinazolin-2-yl)-2-methyl-indole-4-carboxamide